N1C(=CC2=CC=CC=C12)C(=O)O Racemic-indole-2-formic acid